(5-amino-8-(2-methoxy-6-methylpyridin-4-yl)-2-(((3-methylpyridin-2-yl)methyl)amino)-[1,2,4]triazolo[1,5-c]pyrimidin-7-yl)-2-fluorobenzonitrile NC1=NC(=C(C=2N1N=C(N2)NCC2=NC=CC=C2C)C2=CC(=NC(=C2)C)OC)C=2C(=C(C#N)C=CC2)F